C(C1=CC=CC=C1)(=O)N1C=C([C@H]2[C@H](O)[C@H](O)[C@@H](CO)O2)C(NC1=O)=O 1-Benzoyl-pseudouridine